N-(p-coumaroyl)hydroxytryptamine C(\C=C\C1=CC=C(C=C1)O)(=O)N(CCC1=CNC2=CC=CC=C12)O